NC1=NC=CC=C1C(C#CC1=CC=C(C=C1)OC)=O 1-(2-aminopyridin-3-yl)-3-(4-methoxyphenyl)prop-2-yn-1-one